N-(2-methyl-1-(3-phenylbicyclo[1.1.1]pentan-1-yl)propyl)pyrimidine-5-carboxamide CC(C(C12CC(C1)(C2)C2=CC=CC=C2)NC(=O)C=2C=NC=NC2)C